O1CCC(=CC1)C1=NN2C(N(C(=C(C2=O)C2CCNCC2)C)CC(=O)NC2=CC=C(C=C2)C(F)(F)F)=N1 2-(2-(3,6-dihydro-2H-pyran-4-yl)-5-methyl-7-oxo-6-(piperidin-4-yl)-[1,2,4]triazolo[1,5-a]pyrimidin-4(7H)-yl)-N-(4-(trifluoromethyl)phenyl)acetamide